rac-(3R,4R)-1-cyclopentyl-4-{[1-(2,4-difluoro-phenyl)-1H-[1,2,3]triazole-4-carbonyl]-amino}-piperidine-3-carboxylic acid C1(CCCC1)N1C[C@H]([C@@H](CC1)NC(=O)C=1N=NN(C1)C1=C(C=C(C=C1)F)F)C(=O)O |r|